2,8-dimethyl-7-(4-((1-oxo-1,2,3,4-tetrahydroisoquinolin-6-yl)oxy)piperidin-1-yl)-4H-pyrimido[1,2-b]pyridazin-4-one CC=1N=C2N(N=C(C(=C2)C)N2CCC(CC2)OC=2C=C3CCNC(C3=CC2)=O)C(C1)=O